2,4,6-triiodobenzene-3,5-dicarboxamide IC1=CC(=C(C(=C1C(=O)N)I)C(=O)N)I